C(C=1C(C(=O)OCC)=CC=CC1)(=O)OCC diethyl phthalate